3-(3-chloro-5-methyl-pyrazolo[1,5-a]pyrimidin-6-yl)oxybutan-2-one ClC=1C=NN2C1N=C(C(=C2)OC(C(C)=O)C)C